C(C)(C)(C)OC(N(C)C(CC1=CC2=C(OCO2)C=C1)C)=O tert-butyl(1-(benzo[d][1,3]dioxol-5-yl)propan-2-yl)(methyl)carbamate